N1C=CC=2C1=NC=C(C2)C=2C=C(C=CC2)C=CC(=O)NC2=CC(=C(C=C2)F)C(F)(F)F 3-(3-(1H-pyrrolo[2,3-b]pyridin-5-yl)phenyl)-N-(4-fluoro-3-(trifluoromethyl)phenyl)acrylamide